rel-(R)-4-(7-fluoro-imidazo[1,2-a]pyridin-3-yl)-7-((5-(2-(2-(methylamino)propan-2-yl)morpholino)pyridin-2-yl)amino)isoindolin-1-one FC1=CC=2N(C=C1)C(=CN2)C2=C1CNC(C1=C(C=C2)NC2=NC=C(C=C2)N2C[C@@H](OCC2)C(C)(C)NC)=O |o1:28|